5-N-Acetyl-8-O-sulpho-neuraminic acid C(C)(=O)N[C@@H]1[C@H](CC(C(O)=O)(O)O[C@H]1[C@H](O)[C@H](OS(=O)(=O)O)CO)O